C(C)OC1=CC=C(C=C1)NC=1SC=C(N1)C1=C(N=C2N1C=CC=C2)C N-(4-ethoxyphenyl)-4-(2-methylimidazo[1,2-A]pyridin-3-yl)thiazol-2-amine